CS(=O)(=O)[O-].C(CCCC)[NH+]1CC(CCC1)CCCC 1-Pentyl-3-butylpiperidinium methansulfonat